CC1=C(C=CC(=C1)C)SC1=C(N=NN1)C(=O)O 5-((2,4-dimethylphenyl)thio)-1H-1,2,3-triazole-4-carboxylic acid